2,4,6-trinitro-1,3-dimethyl-5-tertbutylbenzene [N+](=O)([O-])C1=C(C(=C(C(=C1C)[N+](=O)[O-])C(C)(C)C)[N+](=O)[O-])C